p-phenylenedicarboxamide C1(=CC=C(C=C1)C(=O)N)C(=O)N